FC1=C(C=C(C=C1)C1=C(C(=NC2=CC(=CC=C12)O)C12CC(C1)(C2)C(=O)O)C(C)C)C 3-[4-(4-fluoro-3-methyl-phenyl)-7-hydroxy-3-isopropyl-2-quinolinyl]bicyclo[1.1.1]pentane-1-carboxylic acid